4-(7-hydroxy-3-(tetrahydro-2H-pyran-4-yl)-1H-pyrazolo[4,3-d]pyrimidin-1-yl)-N-(4-trifluoromethylpyridin-2-yl)benzamide OC=1C2=C(N=CN1)C(=NN2C2=CC=C(C(=O)NC1=NC=CC(=C1)C(F)(F)F)C=C2)C2CCOCC2